O=C1NC(CCC1N1C(N(C2=C1C=CC(=C2)[C@H]2[C@@H](CN(CC2)CC(=O)NC2=CC1=CC(=C(C(=C1C=C2)F)N2S(NC(C2)=O)(=O)=O)O)F)CC)=O)=O 2-[(3S,4S)-4-[1-(2,6-dioxo-3-piperidyl)-3-ethyl-2-oxo-benzimidazol-5-yl]-3-fluoro-1-piperidyl]-N-[5-fluoro-7-hydroxy-6-(1,1,4-trioxo-1,2,5-thiadiazolidin-2-yl)-2-naphthyl]acetamide